1H-benz[e]indole C1C=NC=2C=CC3=C(C12)C=CC=C3